C(N)(=O)C1=CC(=C(C=C1)NC(=O)[C@]1([C@@H]([C@]2(CNC3=C2C=NC(=C3)Cl)[C@@H](N1)CC(C)(C)C)C1=C(C(=CC=C1)Cl)F)C(C)C)OC (2S,3S,4S,5R)-N-(4-carbamoyl-2-methoxyphenyl)-6'-chloro-4-(3-chloro-2-fluorophenyl)-5-isopropyl-2-neopentyl-1',2'-dihydrospiro[pyrrolidine-3,3'-pyrrolo[3,2-c]pyridine]-5-carboxamide